1-(3-cyclopropyl-1-phenyl-1H-pyrazol-5-yl)-3-(trans-1-(2-methoxyethyl)-4-phenylpyrrolidin-3-yl)urea C1(CC1)C1=NN(C(=C1)NC(=O)N[C@@H]1CN(C[C@H]1C1=CC=CC=C1)CCOC)C1=CC=CC=C1